(R)-1-(2-imidazol-1-yl-6-methyl-pyrimidin-4-yl)-pyrrolidine-2-carboxylic acid (2-benzo[1,3]dioxol-5-yl-ethyl)-amide O1COC2=C1C=CC(=C2)CCNC(=O)[C@@H]2N(CCC2)C2=NC(=NC(=C2)C)N2C=NC=C2